CC1=C(C=CC(=C1)C)C(C=CC1=CC=C(C(=O)O)C=C1)=O 4-[3-(2,4-Dimethylphenyl)-3-oxoprop-1-en-1-yl]benzoic acid